4-chloro-2-methylbenzenethiol ClC1=CC(=C(C=C1)S)C